3-(2-Chloro-4-ethenylphenyl)piperidine-2,6-dione ClC1=C(C=CC(=C1)C=C)C1C(NC(CC1)=O)=O